6-chloro-1-(2-(difluoromethoxy)-5-(methylthio)phenyl)-1H-pyrazolo[4,3-c]Pyridine-3-carboxylic acid ClC1=CC2=C(C=N1)C(=NN2C2=C(C=CC(=C2)SC)OC(F)F)C(=O)O